N-ethyl-N-[(3-fluorophenyl)methyl]-6-methyl-4-[(1-methylcyclopropyl)amino]furo[2,3-d]pyrimidine-5-carboxamide C(C)N(C(=O)C1=C(OC=2N=CN=C(C21)NC2(CC2)C)C)CC2=CC(=CC=C2)F